(S or R)-7-bromo-6-(1H-pyrazol-4-yl)-2-(quinuclidin-2-yl)thieno[3,2-d]pyrimidin-4(3H)-one BrC1=C(SC2=C1N=C(NC2=O)[C@H]2N1CCC(C2)CC1)C=1C=NNC1 |o1:11|